COC(CN1CCN(CC1)C(=O)C=1C=CC(=C(C1)N1C(NC(CC1)=O)=O)OC)OC 1-(5-(4-(2,2-dimethoxyethyl)piperazin-1-carbonyl)-2-methoxyphenyl)dihydropyrimidine-2,4(1H,3H)-dione